3-{trans-4-[(2-amino-5-pyrimidinyl)oxy]cyclohexyl}-1-[3-(trifluoromethoxy)phenyl]-2,4-imidazolidinedione NC1=NC=C(C=N1)O[C@@H]1CC[C@H](CC1)N1C(N(CC1=O)C1=CC(=CC=C1)OC(F)(F)F)=O